((1-(tert-butyl)-5-chloro-6-oxo-1,6-dihydropyridazin-4-yl) oxy) methylbenzoate CC1=C(C(=O)OOC=2C=NN(C(C2Cl)=O)C(C)(C)C)C=CC=C1